O=C1NC(CCC1N1C(C2=C3C(C=CC=C13)=CC(=C2)CNC(OC(C)(C)C)=O)=O)=O tert-butyl N-[[1-(2,6-dioxo-3-piperidyl)-2-oxo-benzo[cJ]indol-4-yl]methyl]carbamate